Isostearylstearat C(CCCCCCCCCCCCCCC(C)C)OC(CCCCCCCCCCCCCCCCC)=O